tert-butyl (6-(((S)-4-((tert-butoxycarbonyl)amino)-3,3-difluoropentyl)oxy)pyrazin-2-yl)(1-(tert-butyl)-3-((1S,3R)-3-hydroxycyclopentyl)-1H-pyrazol-5-yl)carbamate C(C)(C)(C)OC(=O)N[C@H](C(CCOC1=CN=CC(=N1)N(C(OC(C)(C)C)=O)C1=CC(=NN1C(C)(C)C)[C@@H]1C[C@@H](CC1)O)(F)F)C